FC1(CN(CC1)C1=C(C=CC=C1)N1S(C2=C(C1)C(=CC=C2)F)(=O)=O)F N-(2-(3,3-difluoropyrrolidin-1-yl)phenyl)-4-fluorobenzo[d]isothiazole-1,1-dioxide